5-chloro-2-cyano-1-((tetrahydro-2H-pyran-4-yl)methyl)-1H-indole-3-carboxylic acid ClC=1C=C2C(=C(N(C2=CC1)CC1CCOCC1)C#N)C(=O)O